N1CCC(CC1)C1(CCC(CC1)N)N (piperidin-4-yl)cyclohexane-1,4-diamine